NC1=C(C(=NN1[C@@H]1C[C@H](CC1)O)C1=CC=C(C=C1)CNC(C1=C(C=CC=C1)OC)=O)C(=O)N 5-Amino-1-[(1S,3S)-3-hydroxycyclopentyl]-3-[4-[[(2-methoxybenzoyl)amino]methyl]phenyl]pyrazole-4-carboxamide